CC1(OB(OC1(C)C)C=1C=CC(=NC1)N1CCC(CC1)CN1CCN(CC1)C(=O)OC(C)(C)C)C tert-butyl 4-[[1-[5-(4,4,5,5-tetramethyl-1,3,2-dioxaborolan-2-yl)-2-pyridyl]-4-piperidyl] methyl]piperazine-1-carboxylate